(S)-2-(((7-hydroxy-4-methyl-2-oxo-2H-chromen-8-yl)methyl)amino)-5,5-dimethylhexanoic acid OC1=CC=C2C(=CC(OC2=C1CN[C@H](C(=O)O)CCC(C)(C)C)=O)C